3-(3,4-methylenedioxyphenyl)-2-methylpropanaldehyde C1OC=2C=C(C=CC2O1)CC(C=O)C